OCC1(CCOCC1)NC(=O)C1=C(OC2=C1C=C(C=C2C)OCC2=C(N=CS2)C)C N-(4-(hydroxymethyl)tetrahydro-2H-pyran-4-yl)-2,7-dimethyl-5-((4-methylthiazol-5-yl)-methoxy)benzofuran-3-carboxamide